CNC(C)(N(C)CC)NC Bis(methylamino)-N-methyldiethylamine